C(C1=CC=CC=C1)NC(=O)C1=NN(C=C1)CC=1SC(=CC1)C1=NOC(=N1)C(F)(F)F N-benzyl-1-[[5-[5-(trifluoromethyl)-1,2,4-oxadiazol-3-yl]-2-thienyl]methyl]pyrazole-3-carboxamide